C(#N)C1CCN(CC1)C1=C(C=C(C(=O)NC2=C(C=C(C=C2)F)CC(=O)OC(C)(C)C)C=C1)NC(=O)C1=NN(C2=CC=CC=C12)CC(F)(F)F tert-butyl 2-(2-(4-(4-cyanopiperidin-1-yl)-3-(1-(2,2,2-trifluoroethyl)-1H-indazole-3-carboxamido) benzamido)-5-fluorophenyl)acetate